C(N)(OC[C@H](NC(=O)NC=1N=C(SC1)C#C)C1=CC=C(C=C1)C=1C(=NC=CC1)N(C)C)=O (R)-2-(4-(2-(dimethylamino) pyridin-3-yl) phenyl)-2-(3-(2-ethynylthiazol-4-yl)-ureido)-ethyl carbamate